CC(C)(OC1C(CCCC1)CN)C [2-(1,1-dimethylethoxy)cyclohexan-1-yl]methylamine